1-CYCLOBUTENE-1-CARBOXYLIC ACID C1(=CCC1)C(=O)O